C(C)(C)C=1C=C(C=C(C1N1C(=NC2=C1C=CC=C2)C2=CC=CC1=C2OC2=C1C=CC(=C2)C([2H])([2H])[2H])C(C)C)C2=CC=CC=C2 1-(3,5-Diisopropyl-[1,1'-biphenyl]-4-yl)-2-(7-(methyl-d3)dibenzo[b,d]furan-4-yl)-1H-benzo[d]imidazole